NC1=CC(=C(OC2=NC=C(C(=C2)C(=O)OC)OC)C(=C1)Cl)Cl methyl 2-(4-amino-2,6-dichloro-phenoxy)-5-methoxy-pyridine-4-carboxylate